C1(CCC1)N(C(=O)OCC1=C(N=NN1C)C1=CC=C(C(=N1)C1CC1)O[C@@H]1C[C@H](CCC1)C(=O)OC)C methyl (1S,3S)-3-((6-(5-(((cyclobutyl(methyl)carbamoyl)oxy)methyl)-1-methyl-1H-1,2,3-triazol-4-yl)-2-cyclopropylpyridin-3-yl)oxy)cyclohexane-1-carboxylate